COC1(CC2C(CN(C2)S(=O)(=O)C=2C=NN(C2)C)C1)C1=CC=CC=C1 5-methoxy-2-((1-methyl-1H-pyrazol-4-yl)sulfonyl)-5-phenylhexahydrocyclopenta[c]pyrrol